O(CC1=CC=C(C=C1)C(C)(C)C)CC1=CC=C(C=C1)C(C)(C)C 4,4'-(oxybis(methylene))bis(tert-butylbenzene)